N-((6-chloro-7-fluoro-2-oxo-1,2-dihydroquinolin-3-yl)methylene)-2-methylpropan-2-sulfinamide ClC=1C=C2C=C(C(NC2=CC1F)=O)C=NS(=O)C(C)(C)C